3-(5-(((2S,5R)-5-isopropyl-3,6-dimethoxy-2,5-dihydropyrazin-2-yl)methyl)imidazo[1,2-a]pyridin-8-yl)-1,5-dimethylpyrazin-2(1H)-one C(C)(C)[C@H]1N=C([C@@H](N=C1OC)CC1=CC=C(C=2N1C=CN2)C=2C(N(C=C(N2)C)C)=O)OC